2-(3-bromo-5-chlorophenyl)thiophene BrC=1C=C(C=C(C1)Cl)C=1SC=CC1